COC=1N=C2C(=CC=NC2=CC1OC)OC1=C(C=C(C=C1)NC(=O)C=1C=NC(=C(C1O)C=1SC(=CC1)C)C)F N-[4-[(6,7-Dimethoxy-1,5-naphthyridin-4-yl)oxy]-3-fluoro-phenyl]-4-hydroxy-6-methyl-5-(5-methyl-2-thienyl)pyridine-3-carboxamide